Cl.C1(=CC=C(C=C1)OC1=CC=C(C=C1)[C@H](C)N)C (S)-1-(4-(p-tolyloxy)phenyl)ethylamine hydrochloride